C(C)(=O)N1[C@H]([C@@H]([C@H](C2=CC(=CC=C12)C(=O)N)NC1=NC=C(C=N1)Cl)C)C1CC1 (2S,3R,4R)-1-acetyl-4-((5-chloropyrimidin-2-yl)amino)-2-cyclopropyl-3-methyl-1,2,3,4-tetrahydroquinoline-6-carboxamide